C(C)(C)(C)N1CCC(CC1)OC1=CC(=C(C=C1)Br)F tert-butyl-4-(4-bromo-3-fluorophenoxy)piperidine